(2r,3s)-3-((6-cyanopyridin-3-yl)oxy)-2-methylazetidine-1-carboxylic acid tert-butyl ester C(C)(C)(C)OC(=O)N1[C@@H]([C@H](C1)OC=1C=NC(=CC1)C#N)C